ClC(=CF)C(F)F trans-2-chloro-1,3,3-trifluoropropene